(6-butyl-5-(ethyl-(phenyl)amino)-2,4-dihydroxypyridin-3-yl)(3-(5-chloropyridin-2-yl)pyrrolidin-1-yl)methanone C(CCC)C1=C(C(=C(C(=N1)O)C(=O)N1CC(CC1)C1=NC=C(C=C1)Cl)O)N(C1=CC=CC=C1)CC